8-[3-(4-fluorophenyl)-1-methylpyrazol-4-yl]-N-methylimidazo[1,2-b]pyridazin-2-amine FC1=CC=C(C=C1)C1=NN(C=C1C=1C=2N(N=CC1)C=C(N2)NC)C